NC1C2(CC3(CCC(N3C)=O)C1)CCN(CC2)C2=NC=C(N=C2CO)SC2=C(C(=NC=C2)N)Cl 13-amino-10-(5-((2-amino-3-chloropyridin-4-yl)thio)-3-(hydroxymethyl)-pyrazin-2-yl)-1-methyl-1,10-diazadispiro[4.1.57.25]tetradecan-2-one